ClC1=C(C=C(C=C1)C1=NN(C(=N1)CC(=O)N[C@@H]1[C@@H](CC2=CC=CC=C12)O)CC)F 2-[3-(4-Chloro-3-fluorophenyl)-1-ethyl-1H-1,2,4-triazol-5-yl]-N-[(1S,2R)-2-hydroxy-2,3-dihydro-1H-inden-1-yl]acetamid